P(O[C@H]1[C@@H](O[C@@H]([C@H]1O[Si](C)(C)C(C)(C)C)CO)N1C=2N=C(NC(C2N=C1)=O)NC(C(C)C)=O)(OCCC#N)(OCCC#N)=S O-((2R,3R,4R,5R)-4-((tert-butyldimethylsilyl)oxy)-5-(hydroxymethyl)-2-(2-isobutyramido-6-oxo-1,6-dihydro-9H-purin-9-yl)tetrahydrofuran-3-yl) O,O-bis(2-cyanoethyl) phosphorothioate